The molecule is a hydrochloride obtained by combining cariprazine with one molar equivalent of hydrochloric acid. Used for treatment of schizophrenia and bipolar disorder. It has a role as a second generation antipsychotic, a dopamine agonist and a serotonergic antagonist. It contains a cariprazine(1+). CN(C)C(=O)NC1CCC(CC1)CCN2CCN(CC2)C3=C(C(=CC=C3)Cl)Cl.Cl